tert-butyl(3-oxopropyl) carbamate C(N)(OCCC(=O)C(C)(C)C)=O